tert-butyl (R)-7-chloro-2-ethyl-2,3-dihydropyrido[2,3-f][1,4]oxazepine-4(5H)-carboxylate ClC=1C=CC2=C(CN(C[C@H](O2)CC)C(=O)OC(C)(C)C)N1